COC(C1=CC(=CC=C1)C(NC1=CC2=C(NC(=N2)C2=C(C=CC=C2)C)C=C1)=O)=O 3-((2-(o-tolyl)-1H-benzimidazol-5-yl)carbamoyl)benzoic acid methyl ester